ethyl (1R,5R)-3-azabicyclo[3.1.0]hexane-1-carboxylate [C@@]12(CNC[C@@H]2C1)C(=O)OCC